ClC=1C=C(C=CC1Cl)C1=CC=C(O1)C=C1OC2=C(C1=O)C=C(C(=C2)C)C 2-[[5-(3,4-Dichlorophenyl)-2-furanyl]methylene]-5,6-dimethyl-3(2H)-benzofuranone